(S)-4-(7-(3-chloro-4-fluorophenyl)-5-(pyridin-2-yl)-7H-pyrrolo[2,3-d]pyrimidin-4-yl)-3-methylpiperazine-1-carboxylic acid tert-butyl ester C(C)(C)(C)OC(=O)N1C[C@@H](N(CC1)C=1C2=C(N=CN1)N(C=C2C2=NC=CC=C2)C2=CC(=C(C=C2)F)Cl)C